FC(C(F)(F)F)(F)OP(=O)(OC(C(F)(F)F)(F)F)OC(C(F)(F)F)(F)F.C(CCC)[N+]1(CCCC1)C 1-butyl-1-methylpyrrolidinium tris(pentafluoroethyl)phosphate